3-((2,5-dichloro-7-((2-(trimethylsilyl)ethoxy)methyl)-7H-pyrrolo[2,3-d]pyrimidin-4-yl)amino)propan-1-ol ClC=1N=C(C2=C(N1)N(C=C2Cl)COCC[Si](C)(C)C)NCCCO